ClC=1C=C(C(=C(C1)N(S(=O)(=O)CCC)COCC[Si](C)(C)C)F)NC=1C(=C2C(N(C=NC2=CC1)C)=O)C N-(5-chloro-3-((3,5-dimethyl-4-oxo-3,4-dihydroquinazolin-6-yl)amino)-2-fluorophenyl)-N-((2-(trimethylsilyl)ethoxy)methyl)-propane-1-sulfonamide